((1-(aminomethyl)cyclopropyl)methyl)-5-bromo-2-(imidazo[1,2-a]pyridin-2-yl)-2,3-dihydro-1H-inden-2-amine NCC1(CC1)CC1C(CC2=CC(=CC=C12)Br)(N)C=1N=C2N(C=CC=C2)C1